ClC=1C=C2C(N(C=3N(C2=CC1)C(NN3)=S)CCCOC(C)C)=O 7-Chloro-4-(3-isopropoxypropyl)-1-thioxo-2,4-dihydro-[1,2,4]triazolo[4,3-a]quinazolin-5(1H)-one